C(C)(C)C1=C(C=C(C=C1)/C=C/C=1C=NN(C1)C)OC (E)-4-(4-isopropyl-3-methoxyphenylvinyl)-1-methyl-1H-pyrazole